(R,S)-4-(((5-Fluoro-4-oxochroman-7-yl)oxy)(pyridin-4-yl)methyl)benzonitrile FC1=C2C(CCOC2=CC(=C1)O[C@H](C1=CC=C(C#N)C=C1)C1=CC=NC=C1)=O